NC(CCC1CC1)(C1=CC(=CC=C1)C#N)C=1C=CC(=C(C1)NC(=O)[C@@H]1NC[C@@H](C1)O)F (2R,4R)-N-(5-(1-amino-1-(3-cyanophenyl)-3-cyclopropylpropyl)-2-fluorophenyl)-4-hydroxypyrrolidine-2-carboxamide